BrC=1C=CC=C2C=C(C=C(C12)C1CC2(N=C(NC(C2CO1)=O)SC)O)OCOC 7-(8-bromo-3-(methoxymethyloxy)naphthalen-1-yl)-8a-hydroxy-2-(methylthio)-3,4a,5,7,8,8a-hexahydro-4H-pyrano[4,3-d]pyrimidin-4-one